CC1=CC=C(C[C@H](N)C(=O)O)C=C1 para-methylphenylalanine